C(C)OP(=O)(CC(C)C)CC(C)C ethyldiisobutylphosphinate